C(N)(OC1C2=CC=CC=C2CC12CCN(CC2)C2=NC=C(N=C2)SC2=C(C(=CC=C2)NC2CNC2)Cl)=O (1'-(5-((3-(azetidin-3-ylamino)-2-chlorophenyl) thio) pyrazin-2-yl)-1,3-dihydrospiro[inden-2,4'-piperidin]-1-yl) carbamate